C([C@H](O)C)(=O)[C@](C(=O)OCCCC)(O)C (R,R)-butyl lactyllactate